((2-ethyl-6-fluoro-5-(piperazin-1-yl)pyrazolo[1,5-a]pyridin-3-yl)(methyl)amino)-4-(4-fluorophenyl)thiazole-5-carbonitrile C(C)C1=NN2C(C=C(C(=C2)F)N2CCNCC2)=C1N(C)C=1SC(=C(N1)C1=CC=C(C=C1)F)C#N